Cl.COC=1C=C(C=CC1)N1CCNCC1 1-(3-methoxyphenyl)piperazine hydrochloride